3-[3-[[Ethyl(methyl)sulfamoyl]amino]-2,6-difluoro-benzoyl]-5-[2-[4-(methylamino)-1-piperidyl]pyrimidin-5-yl]-1H-pyrrolo[2,3-b]pyridine C(C)N(S(=O)(=O)NC=1C(=C(C(=O)C2=CNC3=NC=C(C=C32)C=3C=NC(=NC3)N3CCC(CC3)NC)C(=CC1)F)F)C